(S)-4-((2-phenoxyethyl)(4-(5,6,7,8-tetrahydro-1,8-naphthyridin-2-yl)butyl)amino)-2-(2-(pyrimidin-2-yl)acetamido)butanoic acid O(C1=CC=CC=C1)CCN(CC[C@@H](C(=O)O)NC(CC1=NC=CC=N1)=O)CCCCC1=NC=2NCCCC2C=C1